FC1=C(CN2C(N(C(C3=C2SC(=C3CN(C)C)C3=CC=C(C=C3)[N+](=O)[O-])=O)C3=CC=C(C=N3)N(S(=O)(=O)C)C)=O)C(=CC=C1)F N-(6-(1-(2,6-difluorobenzyl)-5-((dimethylamino)methyl)-6-(4-nitrophenyl)-2,4-dioxo-1,2-dihydrothieno[2,3-d]pyrimidin-3(4H)-yl)pyridin-3-yl)-N-methylmethanesulfonamide